5-((4-(benzhydryl-oxy)-4-oxobut-2-yn-1-yl)oxy)-4,5-dioxopentanoic acid C(C1=CC=CC=C1)(C1=CC=CC=C1)OC(C#CCOC(C(CCC(=O)O)=O)=O)=O